methyl ((2-(benzyloxy)-1-(5-fluoropyridin-3-yl)-2-oxoethyl)(4-(tert-butyl)phenyl)carbamoyl)-L-prolinate C(C1=CC=CC=C1)OC(C(C=1C=NC=C(C1)F)N(C(=O)N1[C@@H](CCC1)C(=O)OC)C1=CC=C(C=C1)C(C)(C)C)=O